methyl 4-(4-(((oxazol-5-ylmethoxy)carbonyl)amino)phenethyl)piperidine-1-carboxylate O1C=NC=C1COC(=O)NC1=CC=C(CCC2CCN(CC2)C(=O)OC)C=C1